(1S,5S,9R)-10,10-dimethyl-2,6-bis-methylene-bicyclo[7.2.0]undecan-5-ol acetate C(C)(=O)O[C@H]1CCC([C@H]2CC([C@@H]2CCC1=C)(C)C)=C